COC=1C(=CC2=C(OCO2)C1)CC(C)N 1-(6-methoxy-1,3-benzodioxolan-5-yl)propan-2-amine